tert-butyl (E)-(4-methoxy-4-oxobut-2-en-1-yl)prolinate COC(/C=C/CN1[C@@H](CCC1)C(=O)OC(C)(C)C)=O